CC(=NO)CCC methylpropyl ketoxime